2-((4-(3-isopropyl-2-(1,4,5-trimethyl-6-oxo-1,6-dihydropyridin-3-yl)-1H-indol-5-yl)cyclohexyl)amino)-N,N-dimethylacetamide C(C)(C)C1=C(NC2=CC=C(C=C12)C1CCC(CC1)NCC(=O)N(C)C)C1=CN(C(C(=C1C)C)=O)C